2-((S)-2-(4-(2-methoxyethoxy)benzyl)azepan-1-yl)-6-((R)-2-methylmorpholino)pyrimidin-4(3H)-one COCCOC1=CC=C(C[C@H]2N(CCCCC2)C2=NC(=CC(N2)=O)N2C[C@H](OCC2)C)C=C1